(1,8-naphthyridin-2-yl)boronic acid N1=C(C=CC2=CC=CN=C12)B(O)O